4-HYDROXYQUINOLINE-8-BORONIC ACID OC1=CC=NC2=C(C=CC=C12)B(O)O